NC=1C=C(C=C(C1)C(F)(F)F)[C@@H](C)NC=1C2=C(N=C(N1)Cl)C=NC(=C2)N2CCN(CC2)C(C)C (R)-N-(1-(3-amino-5-(trifluoromethyl)phenyl)ethyl)-2-chloro-6-(4-isopropylpiperazin-1-yl)pyrido[3,4-d]pyrimidin-4-amine